(S)-N-((S)-1-cyano-2-(4-(3-isobutyl-2-oxo-2,3-dihydrobenzo[d]oxazol-5-yl)phenyl)ethyl)-1,4-oxazolidine-2-carboxamide C(#N)[C@H](CC1=CC=C(C=C1)C=1C=CC2=C(N(C(O2)=O)CC(C)C)C1)NC(=O)[C@H]1OCNC1